ClCCN(C=1C=C2N=C(C=NC2=CC1)C=1C=NN(C1)C)C1=CC(=CC(=C1)OC)OC N-(2-chloroethyl)-N-(3,5-dimethoxyphenyl)-3-(1-methyl-1H-pyrazol-4-yl)-6-quinoxalinamine